COC1=CC=C(C=C1)CN(C1=NC=CC=C1C=O)CC1=CC=C(C=C1)OC 2-{Bis[(4-methoxyphenyl)methyl]amino}pyridine-3-carbaldehyde